C(C)(C)(C)OC(=O)N1CC2(CCC(C1)N2)C(CCCCC)C [methylhexyl]-3,8-diazabicyclo[3.2.1]octane-3-carboxylic acid tert-butyl ester